1-(4-bromophenyl)-3-{4-[2-(2-fluorophenyl)ethyl]-4-methyl-2,5-dioxoimidazolidin-1-yl}urea BrC1=CC=C(C=C1)NC(=O)NN1C(NC(C1=O)(C)CCC1=C(C=CC=C1)F)=O